CN1C(=C(C(C=C1C)=O)O)C(NC(C)=S)C=1SC2=C(N1)C=CC(=C2)F 1,6-dimethyl-2-((6-fluoro-2-benzothiazolyl)-thioacetamidomethyl)-3-hydroxy-4-pyridone